5-(4-chlorobenzyl)-8-(4-cyano-2-fluorophenyl)-6,9-dioxo-5,8-diazaspiro[3.5]nonane-2-carboxamide ClC1=CC=C(CN2C3(CC(C3)C(=O)N)C(N(CC2=O)C2=C(C=C(C=C2)C#N)F)=O)C=C1